Propane-2-sulfonic acid {(1S,2R)-2-[6-(2-cyano-4-fluoro-phenyl)-pyridin-3-yloxy]-cyclohexyl}-amide C(#N)C1=C(C=CC(=C1)F)C1=CC=C(C=N1)O[C@H]1[C@H](CCCC1)NS(=O)(=O)C(C)C